FC=1C=C(C=C(C1)F)CNC(=O)C=1C(=NC(=CC1C)N1[C@@H](COCC1)C)OC N-[(3,5-Difluoro-phenyl)-methyl]-2-methoxy-4-methyl-6-[(3R)-3-methyl-morpholin-4-yl]-pyridine-3-carboxylic acid amide